COC1CCC(CC1)NC(=O)C1=NC(=CN=C1)C1=CC=NC=C1 N-((1r,4r)-4-methoxycyclohexyl)-6-(pyridin-4-yl)pyrazine-2-carboxamide